C(C)NC(=O)NC1=NC2=C(N1)C=C(C=C2)C=2OC(=CC2)CC2=NNC(C1=CC=CC=C21)=O 1-Ethyl-3-(6-(5-((4-oxo-3,4-dihydrophthalazin-1-yl)methyl)furan-2-yl)-1H-benzimidazol-2-yl)urea